FC=1C=C(C=CC1SC)CN (3-fluoro-4-(methylthio)phenyl)methylamine